4-methoxy-pyrrolidin-3-amine COC1C(CNC1)N